((6,8-difluoro-2,2-Dimethyl-3-vinyl-2H-chromen-7-yl)oxy)triisopropylsilane FC=1C=C2C=C(C(OC2=C(C1O[Si](C(C)C)(C(C)C)C(C)C)F)(C)C)C=C